C(C=C)(=O)OCC(COC(C=C)=O)O 1,3-diacryloyloxy-2-Hydroxypropane